6-(difluoromethyl)-1-methyl-1H-pyrazolo[3,4-b]pyridine-4-carboxylic acid FC(C=1C=C(C2=C(N1)N(N=C2)C)C(=O)O)F